methyl 7-[(3S,5S)-4-tert-butoxy carbonyl-3,5-dimethyl-piperazin-1-yl]-2-[2-[tert-butyl(dimethyl)silyl]oxyethoxy]-1,3-benzothiazole-4-carboxylate C(C)(C)(C)OC(=O)N1[C@H](CN(C[C@@H]1C)C=1C=CC(=C2N=C(SC21)OCCO[Si](C)(C)C(C)(C)C)C(=O)OC)C